NC=1C=C(C=C(C1)C(F)(F)F)[C@@H](C)NC(=O)C1=CN(C(C=C1)=O)C1=C(C=CC(=C1)F)F N-[(1R)-1-[3-amino-5-(trifluoromethyl)phenyl]ethyl]-1-(2,5-difluorophenyl)-6-oxo-1,6-dihydropyridine-3-carboxamide